(4-chlorophenyl)-2-[[2-(hydroxycarbamoyl)cyclohexanecarbonyl]amino]-5,6-dihydro-4H-cyclopenta[b]thiophene-3-carboxamide ClC1=CC=C(C=C1)C1CCC=2SC(=C(C21)C(=O)N)NC(=O)C2C(CCCC2)C(NO)=O